dihydro-4'H-spiro[cyclopentane-1,5'-thieno[2,3-B]pyridine]-3-carboxylic acid S1CCC2=C1N=CC1(C2)CC(CC1)C(=O)O